COC1=CC=C2C=3C(=C(C(=C(C3NC2=C1)C(=O)OCC)C(=O)OCC)C(=O)OCC)C(=O)OCC tetraethyl 7-methoxy-9H-carbazole-1,2,3,4-tetracarboxylate